C(#N)C=1C=NN2C1C=CC(=C2)NC(C)C 3-cyano-6-isopropylaminopyrazolo[1,5-a]pyridine